CNC(CCCCC1=CC=CC=C1)=O 1-(methylamino)-1-oxo-5-phenylpentan